3-methyl-3-phenyl-butyric acid CC(CC(=O)O)(C)C1=CC=CC=C1